S(=O)(=O)(O)C1=CC(=CC2=CC(=CC=C12)C(=O)[O-])C(=O)[O-].[Na+].C(C)N1CCC(CC1)C1=NOC2=C1N=C(N=C2N2CCOCC2)C=2C=C(C=CC2)CO.[Na+] (3-(3-(1-Ethylpiperidin-4-yl)-7-morpholinoisoxazolo[4,5-d]pyrimidin-5-yl)phenyl)methanol sodium 4-sulfonaphthalene-2,7-dicarboxylate